2-(((3,3-dibutyl-7-methylthio-1,1-dioxido-5-phenyl-2,3,4,5-tetrahydrobenzo[b][1,4]thiazepin-8-yl)methyl)amino)-3-(1H-imidazol-4-yl)propanoic acid C(CCC)C1(CN(C2=C(S(C1)(=O)=O)C=C(C(=C2)SC)CNC(C(=O)O)CC=2N=CNC2)C2=CC=CC=C2)CCCC